(±)-3-(6-Methoxypyridin-3-yl)-3-(4-(4-(5,6,7,8-tetrahydro-1,8-naphthyridin-2-yl)butyl)-1H-pyrazol-1-yl)propanoic acid COC1=CC=C(C=N1)[C@@H](CC(=O)O)N1N=CC(=C1)CCCCC1=NC=2NCCCC2C=C1 |r|